ClC=1C(N(C=C(C1C)C1=C(C2=NC(=CC=C2N1)C1CCN(CC1)CCC)C(C)C)C)=O 3-chloro-5-(3-isopropyl-5-(1-propylpiperidin-4-yl)-1H-pyrrolo[3,2-b]Pyridin-2-yl)-1,4-dimethylpyridin-2(1H)-one